tris(2-hydroxyethyl)propylammonium hydroxide [OH-].OCC[N+](CCC)(CCO)CCO